(2-ETHYL-1-OXOISOINDOLIN-4-YL)BORONIC ACID C(C)N1C(C2=CC=CC(=C2C1)B(O)O)=O